N1C(CCCC1)C=1C=2N(C=CN1)C(=NC2)N2C[C@@H](CCC2)NC2=NC=C(C=N2)C(F)(F)F N-((3R)-1-(8-(piperidin-2-yl)imidazo[1,5-a]pyrazin-3-yl)piperidin-3-yl)-5-(trifluoromethyl)pyrimidin-2-amine